tert-butyl N-[6-(2-methoxyethoxy)pyridazin-3-yl]carbamate COCCOC1=CC=C(N=N1)NC(OC(C)(C)C)=O